C(=O)C(C#N)=C(C)C1=CC=C(C=C1)OC 2-formyl-3-(4-methoxyphenyl)but-2-enenitrile